6-amino-2,3-dihydrobenzofuran-3-carboxylic acid ethyl ester C(C)OC(=O)C1COC2=C1C=CC(=C2)N